(2,3-dichloropyridin-4-yl)boric acid ClC1=NC=CC(=C1Cl)OB(O)O